1-(azetidin-3-yl)-1H-pyrazole-4-carboxamide acetate C(C)(=O)O.N1CC(C1)N1N=CC(=C1)C(=O)N